CC=1C=C(C=2N(C(C=C(N2)N2CCOCC2)=O)C1)C(C)NC1=CC=CC=C1 (-)-7-methyl-2-(morpholin-4-yl)-9-(1-phenylaminoethyl)-pyrido[1,2-a]-pyrimidin-4-one